trans-2-((6-(5-((((R)-1-(2-fluorophenyl)ethoxy)carbonyl)amino)-1-methyl-1H-1,2,3-triazol-4-yl)-2-methylpyridin-3-yl)ethynyl)cyclohexane-1-carboxylic acid FC1=C(C=CC=C1)[C@@H](C)OC(=O)NC1=C(N=NN1C)C1=CC=C(C(=N1)C)C#C[C@H]1[C@@H](CCCC1)C(=O)O